C(C)(C)(C)OC(=O)N1CCC(=CC1)C=1N(N=C2C=C(C=CC12)C1=C(C=CC=C1)C)C(C)CCO 4-(2-(4-hydroxybut-2-yl)-6-(o-tolyl)-2H-indazol-3-yl)-3,6-dihydropyridine-1(2H)-carboxylic acid tert-butyl ester